FC1(C[C@@H](CNC1)CC(=O)OC)F methyl (S)-2-(5,5-difluoropiperidin-3-yl)acetate